2-[4-[N-methyl-4-(2-methylpropyl)anilino]phenoxy]pyrido[3,4-d]pyrimidin-4-ol CN(C1=CC=C(C=C1)CC(C)C)C1=CC=C(OC=2N=C(C3=C(N2)C=NC=C3)O)C=C1